methyl [2'-cyclobutyl-3'-fluoro-6-({(1R,3R)-3-[(1,4,4-trimethyl-L-prolyl)amino]cyclopentyl}oxy)[1,1'-biphenyl]-2-yl]acetate C1(CCC1)C1=C(C=CC=C1F)C1=C(C=CC=C1O[C@H]1C[C@@H](CC1)NC([C@H]1N(CC(C1)(C)C)C)=O)CC(=O)OC